CO[C@@H](C(=O)NC=1SC(=NN1)N[C@H]1CN(CC1)C=1N=NC=CC1)C1=CC(=CC(=C1)OC(F)(F)F)OC (2R)-2-methoxy-2-[3-methoxy-5-(trifluoromethoxy)phenyl]-N-[5-[[(3R)-1-pyridazin-3-ylpyrrolidin-3-yl]amino]-1,3,4-thiadiazol-2-yl]acetamide